OCCSC1=CC=2C(C3=CC=CC=C3SC2C=C1)=O 2-(2-hydroxyethylthio)-thioxanth-9-one